5-{7-[1-(2-amino-4-trifluoromethoxybenzoyl)-4-piperidyl]-imidazo[4,5-b]pyridin-2-yl}-2-piperidinone NC1=C(C(=O)N2CCC(CC2)C2=C3C(=NC=C2)N=C(N3)C3CCC(NC3)=O)C=CC(=C1)OC(F)(F)F